[(difluoromethylene)bis(oxy)]bis(1,1,2,2,2-pentafluoroethane) FC(OC(C(F)(F)F)(F)F)(OC(C(F)(F)F)(F)F)F